CC1CCN1C(=O)O.BrC1=C(C=NC=C1)OCC1N(C(C1)C)C(=O)OC(C)(C)C tert-butyl 2-{[(4-bromopyridin-3-yl)oxy]methyl}-4-methylazetidine-1-carboxylate 4-methylazetidine-1-carboxylate